N-(2-aminoethyl)-5-[(5-fluoro-2-oxoindol-3-ylidene)methyl]-2,4-dimethyl-1H-pyrrole-3-carboxamide trifluoroacetate salt FC(C(=O)O)(F)F.NCCNC(=O)C1=C(NC(=C1C)C=C1C(NC2=CC=C(C=C12)F)=O)C